((1R)-1-(3-((3-methoxyphenylethyl)amino)-2-methyl-3-oxopropionamido)-2-phenylethyl)boric acid COC=1C=C(C=CC1)CCNC(C(C(=O)N[C@@H](CC1=CC=CC=C1)OB(O)O)C)=O